2',6'-bis(benzyloxy)-5-[4-(1,3-dioxolan-2-yl)piperidin-1-yl]-2,3'-bipyridine C(C1=CC=CC=C1)OC1=NC(=CC=C1C1=NC=C(C=C1)N1CCC(CC1)C1OCCO1)OCC1=CC=CC=C1